NC1=C2C(=NC=N1)N(N=C2C2=NOC(=C2C2=NC=C(C=N2)C2CCN(CC2)C(=O)OC2CC1(C2)CC(C1)C=O)C1CC1)C(C)C (6-formylspiro[3.3]heptan-2-yl) 4-[2-[3-(4-amino-1-isopropyl-pyrazolo[3,4-d]pyrimidin-3-yl)-5-cyclopropyl-isoxazol-4-yl]pyrimidin-5-yl]piperidine-1-carboxylate